C1(=CC=CC=C1)OS(=O)(=O)C1=C(C=CC=C1F)F phenyl-2,6-difluorobenzenesulfonate